BrC1=C(CO)C=CC(=C1)COC1OCCCC1 2-bromo-4-((tetrahydro-2H-pyran-2-yl-oxy)methyl)-benzyl alcohol